[N+](=O)([O-])C1=CN(C2=CC=CC=C12)C1(CC1)/C=C/C(C)=O (E)-4-(1-(3-nitro-1H-indol-1-yl)cyclopropyl)but-3-en-2-one